FC(OCCNC(=O)[C@@H]1CN(CC[C@H]1NC(=O)C1=NOC(=C1)C1=C(C=C(C=C1)F)F)C1CCCCC1)(F)F |o1:8,13| (3R*,4R*)-1-Cyclohexyl-4-{[5-(2,4-difluoro-phenyl)-isoxazole-3-carbonyl]-amino}-piperidine-3-carboxylic acid (2-trifluoromethoxy-ethyl)-amide